OC1CC(N(C1)C([C@@H](C(C)C)C1=CC(=NO1)N1CCNCC1)=O)C(=O)N[C@@H](C)C1=CC=C(C=C1)C1=C(N=CS1)C 4-Hydroxy-1-[(2S)-3-methyl-2-(3-piperazin-1-ylisoxazol-5-yl)butanoyl]-N-[(1S)-1-[4-(4-methylthiazol-5-yl)phenyl]ethyl]pyrrolidine-2-carboxamide